OB1OCC2=C1C(=C(C=C2)C(=O)N[C@@H](C(C)C)C(=O)OCC2=CC=C(C=C2)C(=O)N2CCNCC2)C 4-(Piperazine-1-carbonyl)benzyl (1-hydroxy-7-methyl-1,3-dihydrobenzo[c][1,2]oxaborole-6-carbonyl)-L-valinate